O=C1NC(CCC1N1C(C2=CC=CC(=C2C1)C#CCCCCCN1CCN(CC1)C1=CC=C(C(=O)N2CCC(CC2)CCCCNC(\C=C\C2=CN=NC=C2)=O)C=C1)=O)=O (E)-N-(4-(1-(4-(4-(7-(2-(2,6-dioxopiperidin-3-yl)-1-oxoisoindoline-4-yl)hept-6-yn-1-yl)piperazin-1-yl)benzoyl)piperidin-4-yl)butyl)-3-(pyridazin-4-yl)acrylamide